ClC=1C=CC=C2C(=CNC12)S(=O)(=O)NC1=NC=C(C(=N1)OC)CC(F)F 7-chloro-N-[5-(2,2-difluoroethyl)-4-methoxy-pyrimidin-2-yl]-1H-indole-3-sulfonamide